2-(1-((2-(3,5-dichlorophenyl)-6-((2-(hexahydropyrrolo[3,4-c]pyrrol-2(1H)-yl)pyrimidin-5-yl)oxy)pyridin-4-yl)methyl)piperidin-4-yl)acetic acid ClC=1C=C(C=C(C1)Cl)C1=NC(=CC(=C1)CN1CCC(CC1)CC(=O)O)OC=1C=NC(=NC1)N1CC2CNCC2C1